ClC=1C=C2C(=CC1)NC(C21CCN(CC1)CCOC1=CC=2N=CN=C(C2N=C1)N1CC(C1)O)=O 5-chloro-1'-(2-{[4-(3-hydroxyazetidin-1-yl)pyrido[3,2-d]pyrimidin-7-yl]oxy}ethyl)-1,2-dihydrospiro[indole-3,4'-piperidin]-2-one